tert-butyl 5-bromo-1-oxo-3,4-dihydroisoquinoline-2(1H)-carboxylate BrC1=C2CCN(C(C2=CC=C1)=O)C(=O)OC(C)(C)C